CCCCCCCCCCCCCC(=O)OC[C@H](COP(=O)([O-])OCC[N+](C)(C)C)OC(=O)CCCCCCC/C=C\C/C=C\CCCC 1-tetradecanoyl-2-(9Z,12Z-heptadecadienoyl)-glycero-3-phosphocholine